C[C@H]1N(CCN(C1=O)C)CC(=O)NC1=CC=C(C=C1)NC(=O)NCC(=O)NC1=CC=C(C=C1)N[C@@H]1C[C@@H](N(C2=CC=CC=C12)C(CC)=O)C 2-((R)-2,4-Dimethyl-3-oxopiperazin-1-yl)-N-(4-(3-(2-((4-(((2S,4R)-2-methyl-1-propionyl-1,2,3,4-tetrahydroquinolin-4-yl)amino)phenyl)amino)-2-oxoethyl)ureido)phenyl)acetamide